CC(C(=O)O)CCCCCCCCCCCCCCC(=O)O 2-methylheptadecanedioic acid